4-{[(oxan-4-yl)amino]methyl}-1-(2,2,2-trifluoroethyl)-1H-indol O1CCC(CC1)NCC1=C2C=CN(C2=CC=C1)CC(F)(F)F